COC(=O)COC=1C(=C(C2=CC=CC=C2C1)C1=CC=CC2=CC=CC=C12)OCC(=O)OC bis(methoxycarbonylmethoxy)-1,1'-binaphthyl